furo[3,4-e]pyridine-5,7-dione N1=CC=CC2=C1C(OC2=O)=O